6-p-nitrophenyl-4-(tert-butyldimethylsilyl)-1-hexene-5-yne-4-ol [N+](=O)([O-])C1=CC=C(C=C1)C#CC(CC=C)(O)[Si](C)(C)C(C)(C)C